6-((6-Bromo-5-methoxy-1,2,3,4-tetrahydronaphthalen-1-yl)oxy)-5-methyl-1-(1-methyl-1H-pyrazol-4-yl)-1H-indazole BrC=1C(=C2CCCC(C2=CC1)OC1=C(C=C2C=NN(C2=C1)C=1C=NN(C1)C)C)OC